hexadecyl-dimethylbenzylammonium C(CCCCCCCCCCCCCCC)[N+](CC1=CC=CC=C1)(C)C